Cl.Cl.Cl.Cl.C1=CC=CC2=CC3=CC=CC=C3C=C12 anthracene tetrahydrochloride